The molecule is a trehalose mycolate compound consisting of two mycolate groups attached to the 6- and 6'-positions of alpha,alpha'-trehalose. It is a polyacyl alpha,alpha-trehalose and a trehalose mycolate. CCCCCCCCCCCCCCC(C(=O)OC[C@H]1O[C@@H]([C@@H]([C@H]([C@@H]1O)O)O)O[C@H]2O[C@@H]([C@H]([C@@H]([C@H]2O)O)O)COC(=O)C(C(O)CCCCCCC/C=C/CCCCCC)CCCCCCCCCCCCCC)C(O)CCCCCCC/C=C/CCCCCC